[Si](C)(C)(C(C)(C)C)O[C@H]1C=2C=C(C=C(C2C(=CC1)C1=C(C(=C(C(=C1)F)Cl)C#N)C)C#N)F (5R)-5-[tert-butyl(dimethyl)silyl]oxy-8-(4-chloro-3-cyano-5-fluoro-2-methylphenyl)-3-fluoro-5,6-dihydronaphthalene-1-carbonitrile